tert-butyl (3-((1-oxo-6-(pyridin-3-ylsulfonyl)phthalazin-2(1H)-yl)methyl)phenyl)carbamate O=C1N(N=CC2=CC(=CC=C12)S(=O)(=O)C=1C=NC=CC1)CC=1C=C(C=CC1)NC(OC(C)(C)C)=O